2-Methyl-6-nitroquinoline-5-amine CC1=NC=2C=CC(=C(C2C=C1)N)[N+](=O)[O-]